4-(3-(chloromethyl)-6-(p-tolyl)benzofuran-5-yl)benzonitrile ClCC1=COC2=C1C=C(C(=C2)C2=CC=C(C=C2)C)C2=CC=C(C#N)C=C2